C1(CC1)C=1N=C(SC1)C(=O)[O-].[K+] potassium 4-cyclopropyl-1,3-thiazole-2-carboxylate